CN1CCC(CC1)C1=NC=C(C=N1)B(O)O (2-(1-methylpiperidin-4-yl)pyrimidin-5-yl)boronic acid